CC(CC1(CCC2(OCCO2)CC1)C#N)=C 8-(2-Methylallyl)-1,4-dioxaspiro[4.5]decane-8-carbonitrile